Benzyl 4-(4-bromo-2-fluorophenyl)-3,6-dihydropyridine-1(2H)-carboxylate BrC1=CC(=C(C=C1)C=1CCN(CC1)C(=O)OCC1=CC=CC=C1)F